2-Bromo-1-(1,2,2-trimethyl-2,3-dihydro-1H-pyrrolo[2,3-c]pyridin-5-yl)ethanone BrCC(=O)C=1C=C2C(=CN1)N(C(C2)(C)C)C